4-(6-methoxy-1-{[2-(trimethylsilyl)ethoxy]methyl}pyrrolo[3,2-b]pyridin-3-yl)-1-methylpiperidine COC=1C=C2C(=NC1)C(=CN2COCC[Si](C)(C)C)C2CCN(CC2)C